2-(Benzo[d][1,3]dioxol-5-yl)-4-(4-(Piperazin-1-ylmethyl)phenylamino)pyrimido[4,5-d]pyridazin-5(6H)-on Hydrochlorid Cl.O1COC2=C1C=CC(=C2)C=2N=C(C1=C(C=NNC1=O)N2)NC2=CC=C(C=C2)CN2CCNCC2